(R)-N-ethyl-1-(6-(trifluorometh-yl)pyridazin-3-yl)ethan-1-amine C(C)N[C@H](C)C=1N=NC(=CC1)C(F)(F)F